C(C)N1C2=CC=CC=C2C=2C=C(C=CC12)N1N=NC(=C1C1=CC=CC=C1)C#N 1-(9-ethyl-9H-carbazol-3-yl)-5-phenyl-1H-1,2,3-triazole-4-carbonitrile